FC1=CC=C(C=C1)N1C(CC(CCC1)(C(=O)OC)C)=O methyl 1-(4-fluorophenyl)-4-methyl-2-oxoazepane-4-carboxylate